ClC1=CC=C(C(=N1)C1=NC2=C(N1C)C=CC(=C2)C2OOC(=N2)C(F)(F)F)S(=O)(=O)CC 3-(2-(6-chloro-3-(ethylsulfonyl)pyridine-2-yl)-1-methyl-1H-benzimidazole-5-yl)-5-(trifluoromethyl)-1,2,4-dioxazole